C1(CC1)S(=O)(=O)C1=CC(=NC=C1)CNC(=O)C=1C=CC=2N(C1)N=C(C2)N2[C@H](CCC2)C N-[(4-cyclopropanesulfonylpyridin-2-yl)methyl]-2-[(2S)-2-methylpyrrolidin-1-yl]pyrazolo[1,5-a]pyridine-6-carboxamide